C(C)(C)N([C@@H](C)C(=O)[O-])[P@@](=O)(OC1=CC=CC=C1)OC[C@]1(O[C@H]([C@]([C@@H]1O)(C)O)N1C(N=C(C=C1)N)=O)F Isopropyl-((S)-(((2S,3S,4R,5R)-5-(4-amino-2-oxopyrimidin-1(2H)-yl)-2-fluoro-3,4-dihydroxy-4-methyltetrahydrofuran-2-yl)methoxy)(phenoxy)phosphoryl)-L-alaninat